C(C)(C)(C)OC(=O)N[C@@H]1C[C@H](CCC1)CC(=O)O trans-2-(3-((t-butoxy)carbonylamino)cyclohexyl)acetic acid